5-bromo-2-iodo-3-methoxy-benzoic acid BrC=1C=C(C(=C(C(=O)O)C1)I)OC